C(C#C)N1CCCCC1 (prop-2-ynyl)piperidine